diethyl (S)-2-hydroxysuccinate O[C@H](C(=O)OCC)CC(=O)OCC